N1C=C(C=C1)CNC(=O)NC=1C=CC2=C(OCC(N2CC2=CC=CC=C2)=O)C1 1-((1H-pyrrol-3-yl)methyl)-3-(4-benzyl-3-oxo-3,4-dihydro-2H-benzo[b][1,4]oxazin-7-yl)urea